tert-butyl (1R,2S,3S,5S)-2-fluoro-3-(methylamino)-8-azabicyclo[3.2.1]octane-8-carboxylate F[C@@H]1[C@H]2CC[C@@H](C[C@@H]1NC)N2C(=O)OC(C)(C)C